C[C@@H]1O[C@@H](CN(C1)CC(=O)NC1=CC=2CC3=CC=CC(=C3SC2C=C1)C=1OC(=CC(C1)=O)N1CCOCC1)C 2-((2S,6R)-2,6-Dimethylmorpholino)-N-(5-(6-morpholino-4-oxo-4H-pyran-2-yl)-9H-thioxanthen-2-yl)acetamide